(pyrazin-2-yl)-N-(1-(1-(4-(trifluoromethyl)cyclohexyl)ethyl)-1H-pyrazol-4-yl)isoxazole-3-carboxamide N1=C(C=NC=C1)C=1C(=NOC1)C(=O)NC=1C=NN(C1)C(C)C1CCC(CC1)C(F)(F)F